CC=1N=CC=2N(C1)C=C(C2)C2=CC=C(N)C=C2 4-(3-methylpyrrolo[1,2-a]pyrazin-7-yl)aniline